tert-Butyl (2-((8-carbamoylbenzo[c][2,6]naphthyridin-5-yl)amino)ethyl)(4-((3-chloro-4-(pyridin-2-yl)benzyl)amino)butyl)carbamate C(N)(=O)C=1C=CC2=C(N=C(C3=CC=NC=C23)NCCN(C(OC(C)(C)C)=O)CCCCNCC2=CC(=C(C=C2)C2=NC=CC=C2)Cl)C1